9,9',9''-(((2R,3R,4R,5R)-5-(((triisopropylsilyl)oxy)methyl)tetrahydrofuran-2,3,4-triyl)tris(oxy))trinonanal C(C)(C)[Si](OC[C@@H]1[C@H]([C@H]([C@@H](O1)OCCCCCCCCC=O)OCCCCCCCCC=O)OCCCCCCCCC=O)(C(C)C)C(C)C